ClC1=CC(=NC=C1)N1CC2=C(CC1)N=CS2 5-(4-chloro-2-pyridinyl)-4,5,6,7-tetrahydro-thiazolo[5,4-c]pyridine